CCCCCCCCCCCCCCCCCCOC[C@H](COP(=O)([O-])OCC[N+](C)(C)C)OC(=O)CCC/C=C\C/C=C\C/C=C\C/C=C\CCCCC 1-octadecyl-2-(5Z,8Z,11Z,14Z-eicosatetraenoyl)-sn-glycero-3-phosphocholine